N-(5-chloro-6-(2H-1,2,3-triazol-2-yl)pyridin-3-yl)-1-(1H-pyrazolo[3,4-d]pyrimidin-4-yl)-5-(trifluoromethyl)-1H-pyrazole-4-carboxamide ClC=1C=C(C=NC1N1N=CC=N1)NC(=O)C=1C=NN(C1C(F)(F)F)C1=C2C(=NC=N1)NN=C2